4-(6-((6-acetyl-8-cyclopentyl-5-methyl-7-oxo-7,8-dihydropyrido[2,3-d]pyrimidin-2-yl)amino)pyridin-3-yl)piperazine C(C)(=O)C1=C(C2=C(N=C(N=C2)NC2=CC=C(C=N2)N2CCNCC2)N(C1=O)C1CCCC1)C